N1=CC=CC2=CC=CC(=C12)NCC1=CC=C(C=C1)C(F)(F)F quinolin-8-yl-(4-(trifluoromethyl)benzyl)amine